FC1(CN(C1)C1=NC2=C(C=C(C=C2C(N1C)=O)C)[C@@H](C)NC1=C(C(=O)O)C=CC=C1)F (R)-2-((1-(2-(3,3-difluoroazetidin-1-yl)-3,6-dimethyl-4-oxo-3,4-dihydroquinazolin-8-yl)ethyl)amino)benzoic acid